2-methoxy-1-(tetrahydro-2H-pyran-4-yl)ethan-1-one COCC(=O)C1CCOCC1